C1CNCCC2=C1C(C=1C3CCC(C1C2=O)CC3)=O 2,3,4,5,7,8,9,10-octahydro-1H-7,10-ethanonaphtho[2,3-d]azepine-6,11-dione